tetrahydro-2H-isoquinolin-1-one C1(NCCC2CC=CC=C12)=O